C(C)OC(=O)C1=NNC=2CCC(CC12)N1N=CC=C1 5-pyrazol-1-yl-4,5,6,7-tetrahydro-1H-indazole-3-carboxylic acid ethyl ester